cis-N1-(5-(3-(2-methoxyethyl)-2-methyl-3H-imidazo[4,5-b]pyridin-5-yl)pyrrolo[2,1-f][1,2,4]triazin-2-yl)cyclohexane-1,4-diamine COCCN1C(=NC=2C1=NC(=CC2)C=2C=CN1N=C(N=CC12)N[C@@H]1CC[C@@H](CC1)N)C